methyl 1-{[(4-chloro-2,6-dimethylphenyl) acetyl] amino}-4,4-dimethoxy-cyclohexanecarboxylate ClC1=CC(=C(C(=C1)C)CC(=O)NC1(CCC(CC1)(OC)OC)C(=O)OC)C